3-[[1-[5-cyano-6-[3-(difluoromethoxy)-5-methyl-pyrazol-1-yl]-2-pyridyl]benzimidazol-5-yl]amino]-N,N,6-trimethyl-pyridazine-4-carboxamide C(#N)C=1C=CC(=NC1N1N=C(C=C1C)OC(F)F)N1C=NC2=C1C=CC(=C2)NC=2N=NC(=CC2C(=O)N(C)C)C